C(C)OC(=O)C1=CC(CC(C1)N)OC(CC)CC 5-amino-3-(1-ethylpropoxy)-1-cyclohexene-1-carboxylic acid ethyl ester